N-(5-((3-((4-chloro-3-(trifluoromethyl)phenyl)sulfonamido)-5-methylpyridin-2-yl)oxy)-1-methyl-1H-pyrazol-3-yl)-2-fluoroacrylamide ClC1=C(C=C(C=C1)S(=O)(=O)NC=1C(=NC=C(C1)C)OC1=CC(=NN1C)NC(C(=C)F)=O)C(F)(F)F